C(C)C1=C(C=C(C(=C1)OC)F)C1=CC=C2C(=NNC2=C1)C=1NC2=C(CNCC2)N1 2-(6-(2-ethyl-5-fluoro-4-methoxyphenyl)-1H-indazol-3-yl)-4,5,6,7-tetrahydro-1H-imidazo[4,5-C]pyridine